N[C@@]1(CN(CC1)C1=C(C(=NC=C1C(=O)NC1CCCC1)C)C1=CC(=NC=C1)OC)C 4-[(3S)-3-amino-3-methylpyrrolidin-1-yl]-N-cyclopentyl-2'-methoxy-2-methyl-[3,4'-bipyridine]-5-carboxamide